CC1=C(C=C(C=C1)[N+](=O)[O-])C1=NOC(=N1)C(C)C1=CC2=CC=CC=C2C=C1 (2-methyl-5-nitrophenyl)-5-(1-(naphthalen-2-yl)ethyl)-1,2,4-oxadiazole